(S)-4-(cyclopropyl(4-(5,6,7,8-tetrahydro-1,8-naphthyridin-2-yl)butyl)amino)-2-((ethoxycarbonyl)amino)butanoic acid C1(CC1)N(CC[C@@H](C(=O)O)NC(=O)OCC)CCCCC1=NC=2NCCCC2C=C1